(4-bromobenzyl)-1,5-dihydro-2H-pyrrol-2-one BrC1=CC=C(CN2C(C=CC2)=O)C=C1